N1=C(N=CC(=C1)C1C(C1)C=1C=C(C(=C(C1)N1N=CC(=C1)CO)F)F)C1=NC=CC=N1 (1-(5-(2-([2,2'-bipyrimidin]-5-yl)cyclopropyl)-2,3-difluorophenyl)-1H-pyrazol-4-yl)methanol